1-(9Z,12Z-heptadecadienoyl)-2-heptadecanoyl-glycero-3-phosphoserine CCCCCCCCCCCCCCCCC(=O)O[C@H](COC(=O)CCCCCCC/C=C\C/C=C\CCCC)COP(=O)(O)OC[C@@H](C(=O)O)N